BrC=1C=CC(=C(C(=O)OC)C1)C#N methyl 5-bromo-2-cyano-benzoate